methyl 5-(4,4,5,5-tetramethyl-1,3,2-dioxaborolan-2-yl)-3,4-dihydropyridine-1(2H)-carboxylate CC1(OB(OC1(C)C)C=1CCCN(C1)C(=O)OC)C